FC1=CC=C(C[C@@H]2[C@@H](N(CC2)[C@H](C)C2=CC=CC=C2)C(=O)OCC)C=C1 ethyl (2R,3S)-3-(4-fluorobenzyl)-1-((R)-1-phenylethyl)pyrrolidine-2-carboxylate